5-cyclopropyl-4-[2-methylsulfanyl-4-(trifluoromethyl)benzoyl]isoxazole C1(CC1)C1=C(C=NO1)C(C1=C(C=C(C=C1)C(F)(F)F)SC)=O